C(C)C1(COC1)CNC(C1=CC=C(C=C1)C#CC1=CC=C(C=C1)F)=O N-((3-ethyloxetan-3-yl)methyl)-4-((4-fluorophenyl)ethynyl)benzamide